[Fe].CC(CC(CCCCC)=O)=O.CC(CC(CCCCC)=O)=O.CC(CC(CCCCC)=O)=O tris(nonane-2,4-dione) iron